(R)-3-((5-chloro-1H-indol-2-yl)methyl)-1-methyl-1-(1-(1-(trifluoromethyl)cyclopropane-1-carbonyl)piperidin-3-yl)urea ClC=1C=C2C=C(NC2=CC1)CNC(N([C@H]1CN(CCC1)C(=O)C1(CC1)C(F)(F)F)C)=O